p-methoxy-N,N-dimethylbenzamide CN(C)C(=O)C1=CC=C(C=C1)OC